6-bromo-5-fluoro-3,4-dihydronaphthalen-1(2H)-one BrC=1C(=C2CCCC(C2=CC1)=O)F